2-(2-methylpyridin-4-yl)-5-nitrobenzonitrile CC1=NC=CC(=C1)C1=C(C#N)C=C(C=C1)[N+](=O)[O-]